(1S,2S)-6'-chloro-N-(4-(((6-cyclopropylimidazo[1,2-a]pyridin-2-yl)methyl)amino)pyridin-2-yl)-2',3'-dihydrospiro[cyclopropane-1,1'-indene]-2-carboxamide ClC1=CC=C2CC[C@@]3(C2=C1)[C@H](C3)C(=O)NC3=NC=CC(=C3)NCC=3N=C1N(C=C(C=C1)C1CC1)C3